BrC1=CC(=C(CNC2CC2)C=C1F)F N-(4-bromo-2,5-difluorobenzyl)cyclopropylamine